(tert-Butyl)-N-iso-butyl-2-iso-propoxy-1H-imidazole-1-carboxamide C(C)(C)(C)C=1N=C(N(C1)C(=O)NCC(C)C)OC(C)C